[Si](C1=CC=CC=C1)(C1=CC=CC=C1)(C(C)(C)C)OC1CC(C1)CC1=CN=C2C(=N1)N=C(C=C2)C2=C(C=C(C=C2C)C)O 2-[3-[[3-[tert-butyl(diphenyl)silyl]oxycyclobutyl]methyl]pyrido[2,3-b]pyrazin-6-yl]-3,5-dimethyl-phenol